tert-butyl ((3S,4S)-8-(5-((5-chloro-3-(2-methoxyethyl)-4-Oxo-3,4-dihydroquinazolin-6-yl)thio)-3-(hydroxymethyl)-6-methylpyrazin-2-yl)-3-methyl-2-oxa-8-azaspiro[4.5]decan-4-yl)carbamate ClC1=C2C(N(C=NC2=CC=C1SC=1N=C(C(=NC1C)N1CCC2([C@@H]([C@@H](OC2)C)NC(OC(C)(C)C)=O)CC1)CO)CCOC)=O